2,4,6-trichlorophenoxy(2-tert-butylcyclopentadienyl)titanium dichloride [Cl-].[Cl-].ClC1=C(O[Ti+2]C2C(=CC=C2)C(C)(C)C)C(=CC(=C1)Cl)Cl